N-(3-cyano-4-fluorophenyl)-2-fluoro-6-(4-fluoro-3-trifluoromethylphenoxy)-3-(trifluoromethyl)benzamide C(#N)C=1C=C(C=CC1F)NC(C1=C(C(=CC=C1OC1=CC(=C(C=C1)F)C(F)(F)F)C(F)(F)F)F)=O